IC1=CN=C(N(C1=C=O)C)N1CCC2(CCC[C@H]2N[S@](=O)C(C)(C)C)CC1 (R)-N-((R)-8-(5-iodo-1-methyl-6-carbonyl-1,6-dihydropyrimidin-2-yl)-8-azaspiro[4.5]decan-1-yl)-2-methylpropane-2-sulfinamide